(S)-4-(1-(3-Cyclopropyl-1-(3-(trifluoromethyl)benzyl)-1H-indole-2-carboxamido)ethyl)benzeneFormic acid diethyl-(3-(4-methoxyphenethyl)-2H-azirin-2-yl)phosphonate C(C)OP(OCC)(=O)C1N=C1CCC1=CC=C(C=C1)OC.C1(CC1)C1=C(N(C2=CC=CC=C12)CC1=CC(=CC=C1)C(F)(F)F)C(=O)N[C@@H](C)C1=CC=C(C=C1)C(=O)O